tert-butyl (2-(3-(difluoromethoxy)naphthalen-2-yl)ethyl)carbamate FC(OC=1C(=CC2=CC=CC=C2C1)CCNC(OC(C)(C)C)=O)F